Pyrimidin-4-yl-(propan-2-yl)benzamide N1=CN=C(C=C1)C=1C(=C(C(=O)N)C=CC1)C(C)C